1-(2-((2-(tert-butoxy)-2-oxoethyl)((((di-tert-butoxyphosphoryl)oxy)methoxy)carbonyl)amino)ethyl)cyclopropane-1-carboxylic acid C(C)(C)(C)OC(CN(CCC1(CC1)C(=O)O)C(=O)OCOP(=O)(OC(C)(C)C)OC(C)(C)C)=O